4-methylbenzenesulfonic acid, monohydrate O.CC1=CC=C(C=C1)S(=O)(=O)O